5,6-bis(2-chloro-4-fluorophenyl)-2,3-dihydro-2-methyl-3-oxo-4-pyridazine-carbonitrile ClC1=C(C=CC(=C1)F)C1=C(C(N(N=C1C1=C(C=C(C=C1)F)Cl)C)=O)C#N